FC=1C=C2CCCN(C2=CC1)C(=O)OC(C)(C)C tert-butyl 6-fluoro-3,4-dihydro-quinoline-1-carboxylate